(oxetan-3-yl)propan-2-ol O1CC(C1)CC(C)O